C(C)(C)(C)C1=CC=C(OP(=O)(OC2=CC=C(C=C2)[N+](=O)[O-])N[C@@H](C)C(=O)OCC2CC2)C=C1 Cyclopropylmethyl ((4-(tert-butyl)phenoxy)(4-nitrophenoxy)phosphoryl)-L-alaninate